FC(C(=O)O)(F)F.OCCN1C=2C=3C=CN=C(CCCCC(C(NC2C=N1)=O)C)C3 3-(2-hydroxyethyl)-9-methyl-3,4,7,15-tetraazatricyclo[12.3.1.02,6]Octadeca-1(18),2(6),4,14,16-pentaen-8-one trifluoroacetate salt